Cl.N[C@H](C(=O)NC1=CC=C(C(=O)NC(C)(C)C)C=C1)CC1=CC=CC=C1 (S)-4-(2-amino-3-phenylpropanamido)-N-tert-butylbenzamide, hydrochloride